N1(N=CC=C1)CC1=CC2=C(C(=NO2)NS(=O)(=O)C=2C(=NC(=CC2OC)C#C)OC)C(=C1)OCF N-(6-((1H-pyrazol-1-yl)methyl)-4-(fluoromethoxy)benzo[d]isoxazol-3-yl)-6-ethynyl-2,4-dimethoxypyridine-3-sulfonamide